ClC1=CC=C(C#N)C=C1 para-chlorobenzonitrile